6-(4-chlorophenyl)-N-(4-(hydroxymethyl)-1-(N-methylsulfamoyl)piperidin-4-yl)-2-(1-methyl-1H-pyrazol-4-yl)-3-oxo-2,3-dihydropyridazine-4-carboxamide ClC1=CC=C(C=C1)C=1C=C(C(N(N1)C=1C=NN(C1)C)=O)C(=O)NC1(CCN(CC1)S(NC)(=O)=O)CO